C1=CC=C2C(=C1)C3=C4N2C(=O)C=CC4=NC=C3 The molecule is an indole alkaloid that is 6H-indolo[3,2,1-de][1,5]naphthyridine substituted by an oxo group at position 6. It has a role as a metabolite and an antimycobacterial drug. It is an indole alkaloid, an organic heterotetracyclic compound and an enone.